O1CCC2=C1C=C(C=C2)[C@H](C)N2CCNCC2 (S)-1-(1-(2,3-dihydrobenzofuran-6-yl)ethyl)piperazine